NC1=C(C(=NN1C(C)C)C1=CC=C(C=C1)CC(=O)NC1=CC(=NO1)C(C)(F)F)C(=O)N 5-Amino-3-(4-(2-((3-(1,1-difluoroethyl)isoxazol-5-yl)amino)-2-oxoethyl)phenyl)-1-isopropyl-1H-pyrazole-4-carboxamide